2-(4,4-Difluorocycloheptyl)-N-(4-hydroxypentyl)acetamide FC1(CCC(CCC1)CC(=O)NCCCC(C)O)F